ClC1=C(CC2=CN(S(NC2C2=C(C=C(C=C2)Cl)Cl)(=O)=O)CCCC(=O)OC)C=CC(=C1)Cl Methyl 4-(4-(2,4-dichlorobenzyl)-5-(2,4-dichlorophenyl)-1,1-dioxido-5,6-dihydro-2H-1,2,6-thiadiazin-2-yl)butanoate